5-(5-Amino-4-oxo-1,4-dihydro-1,6-naphthyridin-7-yl)-1-oxo-2,3-dihydro-1H-isoindol NC1=C2C(C=CNC2=CC(=N1)C=1C=C2CNC(C2=CC1)=O)=O